COC1=NC=CC2=C1C=NN2CC2=CC=C(C=C2)B(O)O 4-((4-methoxypyrazolo[4,3-c]pyridin-1-yl)methyl)phenylboronic acid